CN1C2=C(OCC1)C=CC(=C2)C=2N=C(NC2C2=CC(=NC=C2)C)N 4-(4-Methyl-3,4-dihydro-2H-benzo[b][1,4]oxazin-6-yl)-5-(2-methylpyridin-4-yl)-1H-imidazol-2-amine